9,9-bis[4-[2-(acryloyloxy)ethoxy]phenyl]-9H-fluorene C(C=C)(=O)OCCOC1=CC=C(C=C1)C1(C2=CC=CC=C2C=2C=CC=CC12)C1=CC=C(C=C1)OCCOC(C=C)=O